(R)-(4-chloro-3-fluorophenyl)(1-(2-Hydroxyethyl)-8-methyl-3-(3-methyl-1,2,4-thiadiazol-5-yl)-5,6-dihydroimidazo[1,5-a]pyrazin-7(8H)-yl)methanone ClC1=C(C=C(C=C1)C(=O)N1[C@@H](C=2N(CC1)C(=NC2CCO)C2=NC(=NS2)C)C)F